C(CC)NNC(=O)C1=CC=C(C=C1)NC(CCCCCCNC(\C=C\C=1C=NC=CC1)=O)=O (E)-N-(4-(2-propylhydrazine-1-carbonyl)phenyl)-7-(3-(pyridin-3-yl)acrylamido)heptanamide